(R)-2-(2-Chloro-5-isopropyl-8-oxothieno[2',3':4,5]pyrrolo[1,2-d][1,2,4]triazin-7(8H)-yl)-N-(2-hydroxypropyl)acetamid ClC1=CC2=C(C=C3N2C(=NN(C3=O)CC(=O)NC[C@@H](C)O)C(C)C)S1